C(C)(C)(C)OC(=O)NC[C@H]1[C@@H](C1)C(=O)OCC1=CC=CC=C1 benzyl trans-2-(((tert-butoxycarbonyl)amino)methyl)cyclopropane-1-carboxylate